FC1=C(C=CC(=C1OC)C(=O)N1CCCCC1)C1=NC=2C=CNC(C2C(=C1)NC1=NC=C(C=C1)N1CCC(CC1)O)=O 2-[2-fluoro-3-methoxy-4-(piperidine-1-carbonyl)phenyl]-4-[[5-(4-hydroxy-1-piperidyl)-2-pyridyl]amino]-6H-1,6-naphthyridin-5-one